tert-butyl-3-{[(1,3-dioxo-1,3-dihydro-2H-isoindol-2-yl)oxy]methyl}azetidine-1-carboxylate C(C)(C)(C)OC(=O)N1CC(C1)CON1C(C2=CC=CC=C2C1=O)=O